(S)-6-((2-isopropyl-4-methylpiperazin-1-yl)methyl)-2-(3-(3-((4-methyl-1H-1,2,3-triazol-1-yl)methyl)oxetan-3-yl)phenyl)-4-(trifluoromethyl)isoindolin-1-one C(C)(C)[C@@H]1N(CCN(C1)C)CC1=CC(=C2CN(C(C2=C1)=O)C1=CC(=CC=C1)C1(COC1)CN1N=NC(=C1)C)C(F)(F)F